BrC1=NN2C(N=C(C=C2NC[C@]2([C@@H](C2)CO)C2=CC=CC=C2)C(F)(F)F)=C1 |o1:11,12| ((1R*,2R*)-2-(((2-bromo-5-(trifluoromethyl)pyrazolo[1,5-a]pyrimidin-7-yl)amino)methyl)-2-phenylcyclopropyl)methanol